FC1=C(OC2=C3C(=NC=C2)NC=C3C=3C=C(C(=O)NC)C=C(C3)F)C(=CC(=C1)NC=1OC[C@@](CN1)(C)CO)F |r| (+/-)-3-[4-(2,6-difluoro-4-{[5-(hydroxymethyl)-5-methyl-5,6-dihydro-4H-1,3-oxazin-2-yl]amino}phenoxy)-1H-pyrrolo[2,3-b]pyridin-3-yl]-5-fluoro-N-methylbenzamide